1-Ethyl-2-benzylpyrazole C(C)N1N(CC=C1)CC1=CC=CC=C1